CC1=C2CCN(C2=C(C(=C1)C)NC(C(C)(C)C)=O)CCCCC N-(4,6-dimethyl-1-pentylindolin-7-yl)-2,2-dimethylpropanamide